methyl (1r,4R)-4-(3-chloro-4-fluoroanilino)-6'-{(2R)-3-[(4-methoxyphenyl)methoxy]-2-methylpropyl}-6',7'-dihydro-2'H-spiro[cyclohexane-1,5'-indeno[5,6-d][1,3]dioxole]-4-carboxylate ClC=1C=C(NC2(CCC3(C(CC4=CC=5OCOC5C=C34)C[C@H](COCC3=CC=C(C=C3)OC)C)CC2)C(=O)OC)C=CC1F